C(C)(C)(C)C1=CC=C(CNC(=O)C=2SC(=CC2)S(=O)(=O)C)C=C1 N-(4-(tert-butyl)benzyl)-5-(methylsulfonyl)thiophene-2-carboxamide